Cl.NC1=NC(=NC2=C(C(=C(C=C12)OC)OC)F)N1CCN(CC1)C(CC1SCCN1)=O 1-(4-(4-amino-8-fluoro-6,7-dimethoxyquinazolin-2-yl)piperazin-1-yl)-2-(thiazolidin-2-yl)ethan-1-one hydrochloride